N-{4-[chloro(2H2)methyl]-3-(difluoromethoxy)phenyl}-3-cyclopropyl-1-(propan-2-yl)-1H-pyrazole-4-carboxamide ClC(C1=C(C=C(C=C1)NC(=O)C=1C(=NN(C1)C(C)C)C1CC1)OC(F)F)([2H])[2H]